3-[(2R)-4-ethyl-2-methyl-5-oxo-2,5-dihydro-2-furyl]propanamide C(C)C1=C[C@@](OC1=O)(C)CCC(=O)N